6-bromo-2,4-dimethoxy-3-methylbenzoic acid BrC1=CC(=C(C(=C1C(=O)O)OC)C)OC